N-(3-(1-((4-Methyl-4H-1,2,4-triazol-3-yl)thio)ethyl)phenyl)picolinamide CN1C(=NN=C1)SC(C)C=1C=C(C=CC1)NC(C1=NC=CC=C1)=O